2-((1R,6R)-6-aminocyclohex-3-en-1-yl)-N-(but-2-yn-1-yl)-5-chloro-3-iodothieno[3,2-b]pyridin-7-amine N[C@@H]1CC=CC[C@H]1C1=C(C2=NC(=CC(=C2S1)NCC#CC)Cl)I